C1(CC1)N1N=C(C(=C1)NC(=O)C=1N=C(SC1)C=1C=NNC1)C(F)F N-[1-cyclopropyl-3-(difluoromethyl)-1H-pyrazol-4-yl]-2-(1H-pyrazol-4-yl)-1,3-thiazole-4-carboxamide